6-phenyl-1-(2,2',6-trifluoro-[1,1'-biphenyl]-4-yl)-1,5,6,7-tetrahydro-4H-benzo[d][1,2,3]triazol-4-one C1(=CC=CC=C1)C1CC(C2=C(N(N=N2)C2=CC(=C(C(=C2)F)C2=C(C=CC=C2)F)F)C1)=O